N-(5-chloro-6-(2H-1,2,3-triazol-2-yl)pyridin-3-yl)-1-(2,6-dichloro-4-fluorophenyl)-5-(trisFluoromethyl)-1H-pyrazole-4-carboxamide ClC=1C=C(C=NC1N1N=CC=N1)NC(=O)C=1C=NN(C1C(F)(F)F)C1=C(C=C(C=C1Cl)F)Cl